ClC1=C(C=CC=C1F)C1N(CC2(CC2)C1)C=1N=CC(=NC1)C(=O)N[C@H](C)\C=C\S(=O)(=O)C 5-(6-(2-chloro-3-fluorophenyl)-5-azaspiro[2.4]heptan-5-yl)-N-((R,E)-4-(methylsulfonyl)but-3-en-2-yl)pyrazine-2-carboxamide